CC/C=C\\C/C=C\\C/C=C\\C/C=C\\C/C=C\\C/C=C\\CCCCCCCCCCC(=O)O The molecule is a very long-chain omega-3 fatty acid that is triacontahexaenoic acid having six double bonds located at positions 12, 15, 18, 21, 24 and 27 (the 12Z,15Z,18Z,21Z,24Z,27Z-isomer). It is an omega-3 fatty acid and a triacontahexaenoic acid. It is a conjugate acid of a (12Z,15Z,18Z,21Z,24Z,27Z)-triacontahexaenoate.